ClC1=C(C=CC(=C1)OCC1(COCC1)C)C1COCCCN1C1=NC(=NC(=C1)C)N (±)-4-[3-[2-Chloro-4-[(3-methyltetrahydrofuran-3-yl)methoxy]phenyl]-1,4-oxazepan-4-yl]-6-methyl-pyrimidin-2-amine